N1N=C(C=C1)N1N=CC=2C1=NC=C1C2N(CC1)S(=O)(=O)N 6-(1H-pyrazol-3-yl)-2,3-dihydropyrazolo[3,4-b]pyrrolo[2,3-d]pyridine-1(6H)-sulfonamide